2-[(1-Acetylazetidin-3-yl)amino]-N-[(2R)-2-hydroxy-2-[(3S)-7-hydroxy-1,2,3,4-tetrahydroisoquinolin-3-yl]ethyl]-6-(1-piperidyl)pyridine-4-carboxamide C(C)(=O)N1CC(C1)NC1=NC(=CC(=C1)C(=O)NC[C@H]([C@H]1NCC2=CC(=CC=C2C1)O)O)N1CCCCC1